1,4-Bis-[4-(6-acryloyloxyhexyloxy)benzoyloxy]-2-methylbenzene C(C=C)(=O)OCCCCCCOC1=CC=C(C(=O)OC2=C(C=C(C=C2)OC(C2=CC=C(C=C2)OCCCCCCOC(C=C)=O)=O)C)C=C1